CS(=O)(=O)OCC=1C=NC(=CC1)OC(F)(F)F (6-(trifluoromethoxy)pyridin-3-yl)methyl methanesulfonate